CC=1C=CC2=C(C3=C(NC4=C(S2)C=CC=C4)C=CC=C3)C1 2-methyl-10H-tribenzo[b,e,g][1,4]thiazocine